bis{4-(3-aminophenoxy)phenyl} sulfone NC=1C=C(OC2=CC=C(C=C2)S(=O)(=O)C2=CC=C(C=C2)OC2=CC(=CC=C2)N)C=CC1